N-(pyrrolidin-3-yl)isobutyramide N1CC(CC1)NC(C(C)C)=O